C(#N)C1=CC=C(C=C1)NC(=O)N[C@@H](C)C=1N(N=CN1)C1=NC=CC=N1 1-(4-cyanophenyl)-3-[(1S)-1-(2-pyrimidin-2-yl-1,2,4-triazol-3-yl)ethyl]urea